6-{7-[2-(1-Methyl-pyrrolidin-3-yl)-ethoxy]-imidazo[1,2-a]pyridin-3-yl}-pyrimidin CN1CC(CC1)CCOC1=CC=2N(C=C1)C(=CN2)C2=CC=NC=N2